1-(4-(4-Isopropyl-5-(8-methyl-[1,2,4]triazolo[1,5-a]pyridin-6-yl)-1H-pyrazol-3-yl)phenyl)azetidin-3-amine C(C)(C)C=1C(=NNC1C=1C=C(C=2N(C1)N=CN2)C)C2=CC=C(C=C2)N2CC(C2)N